N-(2,6-dioxopiperidin-3-yl)-5-(1'-(piperidin-4-ylmethyl)-[4,4'-bipiperidin]-1-yl)pyridinecarboxamide O=C1NC(CCC1NC(=O)C1=NC=C(C=C1)N1CCC(CC1)C1CCN(CC1)CC1CCNCC1)=O